COC(CCOCCOCCOCCOCCOCCOCCN=[N+]=[N-])=O azido-3,6,9,12,15,18-hexaoxaheneicosane-21-oic acid methyl ester